CC(C(=O)OCC(=O)[C@@]12OC(O[C@@H]1C[C@H]1[C@@H]3CCC4=CC(C=C[C@@]4([C@H]3[C@H](C[C@]21C)O)C)=O)CCN)C 2-[(1S,2S,4R,8S,9S,11S,12S,13R)-6-(2-Aminoethyl)-11-hydroxy-9,13-dimethyl-16-oxo-5,7-dioxapentacyclo[10.8.0.02,9.04,8.013,18]icosa-14,17-dien-8-yl]-2-oxoethyl 2-methylpropanoate